The molecule is a hydrochloride salt resulting from the reaction of acridine half-mustard with 2 mol eq. of hydrogen chloride. It has a role as a mutagen. It contains an acridine half-mustard(2+). COC1=CC2=C(C3=C(C=C(C=C3)Cl)N=C2C=C1)NCCCNCCCl.Cl.Cl